FC1=C(C=CC(=C1)N1CCNCC1)NC=1N=CC2=C(N1)N1C(C(=C2)C2=C(C=CC=C2)C)=NCC1 N-(2-fluoro-4-(piperazin-1-yl)phenyl)-6-(o-tolyl)-8,9-dihydroimidazo[1',2':1,6]pyrido[2,3-d]pyrimidin-2-amine